C1=NC(=C2C(=N1)N(C=N2)[C@H]3[C@H]([C@@H]([C@H](O3)CO)O)O)N The molecule is a purine nucleoside in which adenine is attached to arabinofuranose via a beta-N(9)-glycosidic bond. It has a role as an antineoplastic agent, a bacterial metabolite and a nucleoside antibiotic. It is a purine nucleoside and a beta-D-arabinoside. It derives from an adenine.